2,5-dibromo-4-bromomethyl-3-naphthyl-thiophene BrC=1SC(=C(C1C1=CC=CC2=CC=CC=C12)CBr)Br